cyclopropyl-5'-methoxy-[4,4'-bipyridine]-3-carboxamide C1(CC1)C1=NC=CC(=C1C(=O)N)C1=CC=NC=C1OC